[N+](=[N-])=C1C(NC2=CC=CC=C12)=O 3-diazo-2-indolone